4-(3-(4-fluorophenyl)acryloyl)-N-hydroxybenzoamide FC1=CC=C(C=C1)C=CC(=O)C1=CC=C(C(=O)NO)C=C1